F[P-](F)(F)(F)(F)F.COC1=C(C=CC=C1)C(C1=C(C=CC=C1)OC)[SH2+] bis(methoxyphenyl)methylsulfonium hexafluorophosphate